CN(CCCCCCCC)C Dimethyl-octyl-amine